S1CCC2=C1C=CC=C2 2,3-dihydrobenzothiophene